[Br].C(=C)N1CN(C=C1)CC 1-vinyl-3-ethyl-imidazole bromine salt